C1(CCC1)OC=1C(=C(C(=CC1)\C=C(\C=1N=C(SC1)C1=CN=NC=C1)/F)N1CCOC2(C1)CCNCC2)C(F)(F)F (Z)-4-(3-Cyclobutoxy-6-(2-fluoro-2-(2-(pyridazin-4-yl)thiazol-4-yl)vinyl)-2-(trifluoromethyl)phenyl)-1-oxa-4,9-diazaspiro[5.5]undecane